1-({[(1R)-1-(4-Chlorophenyl)-2-[(5-chloropyridin-2-yl)methyl]-7-fluoro-5-(2-hydroxypropan-2-yl)-3-oxo-2,3-dihydro-1H-isoindol-1-yl]oxyoxy}methyl)cyclopropan-1-carboxamid ClC1=CC=C(C=C1)[C@@]1(N(C(C2=CC(=CC(=C12)F)C(C)(C)O)=O)CC1=NC=C(C=C1)Cl)OOCC1(CC1)C(=O)N